(5-chloro-2-fluorophenyl)pyridin ClC=1C=CC(=C(C1)C1=NC=CC=C1)F